Cl[Pd-2](Cl)(Cl)Cl Tetrachloropalladium(II)